4-(aminomethyl)-3-methoxybenzenesulfonamide NCC1=C(C=C(C=C1)S(=O)(=O)N)OC